N-methyl-4-amino-2-fluorobenzamide CNC(C1=C(C=C(C=C1)N)F)=O